BrC1=CC=C(C2=CC=CC=C12)CN1C(C2=CC=CC=C2C1=O)=O ((4-bromonaphthalene-1-yl)methyl)isoindoline-1,3-dione